methyl 4-((2-amino-4-(pentylamino)-5H-pyrrolo[3,2-d]pyrimidin-5-yl) methyl)-3-methoxybenzoate NC=1N=C(C2=C(N1)C=CN2CC2=C(C=C(C(=O)OC)C=C2)OC)NCCCCC